C(C)OC1=C(C=C2CCN(C(C2=C1)CCC1=CNC2=CC=C(C=C12)OC)C(=O)C=1C=NNC1)OC (7-ethoxy-6-methoxy-1-(2-(5-methoxy-1H-indol-3-yl)ethyl)-3,4-dihydroisoquinolin-2(1H)-yl)(1H-pyrazol-4-yl)methanone